propan-2-yl-1,1,1-d3 (2S)-6-diazo-2-((S)-2-(methoxy-d3)propanamido)-5-oxohexanoate [N+](=[N-])=CC(CC[C@@H](C(=O)OC(C([2H])([2H])[2H])C)NC([C@H](C)OC([2H])([2H])[2H])=O)=O